(2S,3S)-1-((S)-tert-butylsulfinyl)-3-cyclobutylazepine-2-carboxylate C(C)(C)(C)[S@](=O)N1C(=C(C=CC=C1)C1CCC1)C(=O)[O-]